(difluoromethyl)-5-fluoro-1-methyl-1H-pyrazol FC(F)C1=NN(C(=C1)F)C